1-[9-methyl-6-(2-methylbenzoyl)-9H-carbazol-3-yl]ethanone CN1C2=CC=C(C=C2C=2C=C(C=CC12)C(C)=O)C(C1=C(C=CC=C1)C)=O